tris[acetylacetone] europium (III) [Eu+3].C(C)(=O)CC(C)=O.C(C)(=O)CC(C)=O.C(C)(=O)CC(C)=O